bis(dibenzo[b,d]furan-3-yl)amine C1=CC(=CC=2OC3=C(C21)C=CC=C3)NC=3C=CC2=C(OC1=C2C=CC=C1)C3